6-aminoindole-4-carboxylic acid methyl ester COC(=O)C=1C=2C=CNC2C=C(C1)N